C(#N)C=1C=CC(=NC1S(=O)(=O)C)C(=O)NCCC(=O)N[C@@H](C)C(=O)N[C@@H](C)C(=O)O (3-(5-cyano-6-(methylsulfonyl)picolinamido)propanoyl)-L-alanyl-L-alanine